FC(C1=CC=C(C=C1)C1=NC(=C2C=CC=CN12)N1CC(C1)N)(F)F 1-[9-[4-(Trifluoromethyl)phenyl]-1,8-diazabicyclo[4.3.0]nona-2,4,6,8-tetraen-7-yl]azetidin-3-amine